C(C)(=O)N1CCC(CC1)C1=NN(C2=CC=CC(=C12)Br)CC(=O)O [3-(1-acetylpiperidin-4-yl)-4-bromoindazol-1-yl]acetic acid